[3-hydroxy-5-[(S)-hydroxy(phenyl)methyl]phenyl]-N-methylprop-2-enamide OC=1C=C(C=C(C1)[C@H](C1=CC=CC=C1)O)C(C(=O)NC)=C